E-4-isopropyl-3,5-dihydroxy-stilbene C(C)(C)C1=C(C=C(C=C1O)\C=C\C1=CC=CC=C1)O